O1CCN(CC1)C=1C2=C(N=C(N1)C=1C=C(C=CC1)N1CC(CCC1)C(=O)N)C=C(S2)C=2C=NC=CC2 (3-(4-morpholino-6-(pyridin-3-yl)thieno[3,2-d]pyrimidin-2-yl)phenyl)piperidine-3-carboxamide